4-(3-methyl-2-oxo-1,3-benzoxazol-4-yl)piperidine-1-carboxylic acid tert-butyl ester C(C)(C)(C)OC(=O)N1CCC(CC1)C1=CC=CC2=C1N(C(O2)=O)C